S(=O)(=O)([O-])[O-].[Li+].[Li+] lithium (sulfate)